benzylcarbenium C(C1=CC=CC=C1)[CH2+]